N1C=C(C=2C1=NC=CC2)N2CCN(CC2)CC=2C=C1CN(C(C1=CC2)=O)N2C(NC(CC2)=O)=O 1-(5-((4-(1H-pyrrolo[2,3-b]pyridin-3-yl)piperazin-1-yl)methyl)-1-oxoisoindolin-2-yl)dihydropyrimidine-2,4(1H,3H)-dione